4-cyclohexanediformylazide C1(CCC(CC1)C(=O)N=[N+]=[N-])C(=O)N=[N+]=[N-]